ClC1=CC=C(C=C1)NC(NC(NCCCCCCNC(=N)NC(=N)NC1=CC=C(C=C1)Cl)=N)=N Hexamethylenebis(5-(p-chlorophenyl)biguanide)